FC(C1=CC=C(C=C1)C=1C=NC2=CC(=CC=C2C1)C(=O)O)(F)F 3-(4-(trifluoromethyl)phenyl)quinoline-7-carboxylic acid